C(C)(C)(C)C1=C(C=CC=C1)O 2-(tertiary butyl)phenol